[Si](C)(C)(C(C)(C)C)OC1=CC=C(C=C1)NC(OC(C)(C)C)=O tert-butyl (4-((tert-butyldimethylsilyl)oxy)phenyl)carbamate